N-isopropyl-lysine C(C)(C)N[C@@H](CCCCN)C(=O)O